(1S,2R)-2-(((2-(4'-fluoro-2'-(4-methyl-4H-1,2,4-triazol-3-yl)-[1,1'-biphenyl]-3-yl)-7-(trifluoromethyl)benzo[d]oxazol-5-yl)methyl-d2)amino)cyclopentan-1-ol FC1=CC(=C(C=C1)C1=CC(=CC=C1)C=1OC2=C(N1)C=C(C=C2C(F)(F)F)C([2H])([2H])N[C@H]2[C@H](CCC2)O)C2=NN=CN2C